decanedioic acid, dibutyl ester C(CCCCCCCCC(=O)OCCCC)(=O)OCCCC